CN(C=1C(N(C=CC1)C1=NC2=CC(=NC=C2C=C1)CNC(OC(C)(C)C)=O)=O)C tert-butyl ((2-(3-(dimethylamino)-2-oxopyridin-1(2H)-yl)-1,6-naphthyridin-7-yl)methyl)carbamate